ONC(=O)C=1SC(=CC1OCC)C1=NC=NC(=C1)NCCN1C(=CC2=C(C=CC(=C12)F)OC)C#N 5-{6-[2-(2-Cyano-7-fluoro-4-methoxy-indol-1-yl)-ethylamino]-pyrimidin-4-yl}-3-ethoxy-thiophene-2-carboxylic acid hydroxyamide